3-(1-hydroxy-3,3-dimethylbutyl)quinoxaline OC(CC(C)(C)C)C=1C=NC2=CC=CC=C2N1